5-(4-(3-(3-ethylureido)benzyl)piperazin-1-yl)-N-methylpicolinamide C(C)NC(NC=1C=C(CN2CCN(CC2)C=2C=CC(=NC2)C(=O)NC)C=CC1)=O